C(C)(=O)[O-].C[Si+](CCC(F)(F)F)C dimethyl-trifluoropropyl-silicon acetate